NC1=CC=C(C2=NSN=C21)N 4,7-diamino-2,1,3-benzothiadiazole